fluoro-2-hydroxy-5-(4,4,5,5-tetramethyl-1,3,2-dioxaborolan-2-yl)benzaldehyde FC=1C(=C(C=O)C=C(C1)B1OC(C(O1)(C)C)(C)C)O